L-alanine 2-butoxyethyl ester C(CCC)OCCOC([C@@H](N)C)=O